(R)-3-(5-(methoxymethyl)-2-vinylpyridin-4-yl)-10-methyl-9,10,11,12-tetrahydro-8H-[1,4]diazepino[5',6':4,5]thieno[3,2-f]quinolin-8-one COCC=1C(=CC(=NC1)C=C)C1=NC=2C=CC3=C(C2C=C1)C1=C(S3)C(N[C@@H](CN1)C)=O